FC(C1=CC=C(C=C1)N1CCC(CC1)N1CC2(CS(C2)(=O)=O)CC1)(F)F 6-(1-(4-(Trifluoromethyl)phenyl)piperidin-4-yl)-2-thia-6-azaspiro[3.4]octane 2,2-dioxide